N1=CC(=CC=C1)CN1C(=NC2=C1C=CC=C2)C=2C(=NON2)N 4-[1-(pyridin-3-ylmethyl)benzimidazol-2-yl]-1,2,5-oxadiazol-3-amine